C(C)(C)(C)OC(=O)N1C(CNCC1)C=1C=CC=C2C(=CN=CC12)N1C(NC(CC1)=O)=O [4-(2,4-Dioxohexahydropyrimidin-1-yl)-8-isoquinolinyl]Piperazine-1-carboxylic acid tert-butyl ester